1-(4-chlorophenyl)pyrazolon ClC1=CC=C(C=C1)N1NC(C=C1)=O